FC=1C=CC(=NC1C)NC(C=1NC(=C(N1)C)S(=O)(=N)C)C1=CC(=CC=C1)OC 5-fluoro-N-[(3-methoxyphenyl)-[4-methyl-5-(methylsulfonimidoyl)-1H-imidazol-2-yl]methyl]-6-methylpyridin-2-amine